COC1=CC=C(CN(C=2N=CN(C(C2C(=O)OC)=O)C2=C(C=C(C=C2C)Br)C)CC2=CC=C(C=C2)OC)C=C1 methyl 4-(bis(4-methoxybenzyl)amino)-1-(4-bromo-2,6-dimethylphenyl)-6-oxo-1,6-dihydropyrimidine-5-carboxylate